2,7-dimethyl-6-(neopentyloxy)pyrido[3,4-d]pyrimidin-8(7H)-one CC=1N=CC2=C(N1)C(N(C(=C2)OCC(C)(C)C)C)=O